N4,N4-bis(4-methoxybenzyl)-N2-(pentan-3-yl)imidazo[2,1-f][1,2,4]triazine-2,4-diamine COC1=CC=C(CN(C2=NC(=NN3C2=NC=C3)NC(CC)CC)CC3=CC=C(C=C3)OC)C=C1